4-(3-maleimidophenoxy)furan C1(C=CC(N1C=1C=C(OC=2C=COC2)C=CC1)=O)=O